O=C1NC=CC2=CC=NC=C12 1-oxo-2,7-naphthyridin